propylsulphonic acid C(CC)S(=O)(=O)O